C(=O)O.COC=1C=C2C(=CC=NC2=CC1OC)N1C[C@H](N(CC1)CCNNS(=O)=O)C (R)-N-(2-(4-(6,7-dimethoxyquinolin-4-yl)-2-methylpiperazin-1-yl)ethyl)aminosulfonamide formate salt